3-(3-(2-Oxopyrrolidin-1-yl)phenyl)-3-(5-(2-(5,6,7,8-tetrahydro-1,8-naphthyridin-2-yl)ethoxy)-1H-indazol-1-yl)propanoic acid O=C1N(CCC1)C=1C=C(C=CC1)C(CC(=O)O)N1N=CC2=CC(=CC=C12)OCCC1=NC=2NCCCC2C=C1